ClC=1C=C(C=CC1)C(C(=O)O)=C 2-(3-chlorophenyl)prop-2-enoic acid